(R)-3-((4,5-dicyclohexyl-6-(2-(ethoxymethoxy)-4-formylphenyl)pyridazin-3-yl)amino)piperidine-1-carboxylic acid tert-butyl ester C(C)(C)(C)OC(=O)N1C[C@@H](CCC1)NC=1N=NC(=C(C1C1CCCCC1)C1CCCCC1)C1=C(C=C(C=C1)C=O)OCOCC